(4-fluorophenyl)-2-isopropyl-6-methyl-pyrrolo[2,3-b]pyridin-5-amine FC1=CC=C(C=C1)C=1C(=NC2=NC(=C(CC21)N)C)C(C)C